NCCOC(C=C)=O 2-aminoethyl-acrylate